8-fluoro-2-methoxypyrido[3,4-b]pyrazine-5,7-diyl bis(4-methyl benzenesulfonate) CC1=CC=C(C=C1)S(=O)(=O)OC1=NC(=C(C=2C1=NC=C(N2)OC)F)OS(=O)(=O)C2=CC=C(C=C2)C